Zinc barium [Ba].[Zn]